BrC=1C(=C(C=CC1)C=1OC2=C(N1)C=C(C(=C2)O)C(=O)OC)C methyl 2-(3-bromo-2-methylphenyl)-6-hydroxybenzo[d]oxazole-5-carboxylate